4,5-dicyano-1H-imidazolate C(#N)C=1N=C[N-]C1C#N